COC1=NC=NC(=C1C(=O)NC=1SC2=C(N1)C=1C=CC(=CC1OC21CCCC1)C(F)(F)F)OC 4,6-dimethoxy-N-(7-(trifluoromethyl)spiro[chromeno[4,3-d]thiazole-4,1'-cyclopentan]-2-yl)pyrimidine-5-carboxamide